BrC=1C=C2OC3=C(CCCC3=CC2=CC1)C=O 6-bromo-2,3-dihydro-1H-xanthene-4-formaldehyde